BrC=1N=CN(C1)C1=NC=C(C=C1)C(F)(F)F 2-(4-bromo-1H-imidazol-1-yl)-5-(trifluoromethyl)pyridine